8-[(2S,5R)-4-[(2-fluoro-6-methylphenyl)methyl]-2,5-dimethylpiperazin-1-yl]-5-methyl-6-oxo-5,6-dihydro-1,5-naphthyridine-2-carbonitrile FC1=C(C(=CC=C1)C)CN1C[C@@H](N(C[C@H]1C)C1=CC(N(C=2C=CC(=NC12)C#N)C)=O)C